FC=1C=C2C=CC=3N=C(SC3C2=CC1)NC(=O)[C@@H]1C[C@@H](CC1)NC(OC(C)(C)C)=O tert-butyl ((1R,3S)-3-((7-fluoronaphtho[2,1-d]thiazol-2-yl)carbamoyl)cyclopentyl)carbamate